FC(C1=NC(=CC=C1F)C=C)F 2-(difluoromethyl)-3-fluoro-6-vinylpyridine